2,4-nonanedione CC(CC(CCCCC)=O)=O